4-(2-(1-(1-(3-isopropyl-1,2,4-oxadiazol-5-yl)piperidin-4-yl)ethoxy)thiazolo[5,4-b]pyridin-5-yl)pyridine 1-oxide C(C)(C)C1=NOC(=N1)N1CCC(CC1)C(C)OC=1SC2=NC(=CC=C2N1)C1=CC=[N+](C=C1)[O-]